C1(=CC=CC=C1)C1=CC=CC(=N1)C1=CC=C(C(=C1)C1=CC=CC=C1)C1=CC=CC=C1 5'-(6-phenylpyridin-2-yl)-[1,1':2',1''-terphenyl]